C1(CC1)[C@@H](C(F)(F)F)NC(=O)C1=CN(C2=NC(=C(C=C2C1=O)F)N1CCOCC1)C1=C(C=C(C=C1F)F)F N-[(1S)-cyclopropyl-2,2,2-trifluoroethyl]-6-fluoro-7-(morpholin-4-yl)-4-oxo-1-(2,4,6-trifluorophenyl)-1,4-dihydro-1,8-naphthyridine-3-carboxamide